C[N+](C)(C)C Methyl-trimethyl-ammonium